(S)-quinuclidin-3-yl (5-(5-chloro-2-methoxyphenyl)-6-methoxy-2,2-dimethyl-2,3-dihydro-1H-inden-1-yl)carbamate ClC=1C=CC(=C(C1)C=1C=C2CC(C(C2=CC1OC)NC(O[C@@H]1CN2CCC1CC2)=O)(C)C)OC